The molecule is an amino acid ester that is methyl glycine in which one of hydrogens attached to the nitrogen is remplaced by a 4-fluorobenzyl group while the other is replaced by a 3,4-dimethoxycinnamyl group. It is a tertiary amino compound, an alpha-amino acid ester, a glycine derivative, a member of monofluorobenzenes and a methyl ester. COC1=C(C=C(C=C1)/C=C/CN(CC2=CC=C(C=C2)F)CC(=O)OC)OC